C(C)OC(C(=O)OCCCCCCCC)=C octyl ethoxyacrylate